N-(1-methyl-1H-pyrazol-3-yl)-5-(piperazin-1-yl)picolinamide hydrochloride Cl.CN1N=C(C=C1)NC(C1=NC=C(C=C1)N1CCNCC1)=O